ClC=1C=C(C=CC1)N1N=CC(=N1)C(=O)NC[C@@H]1CN(CC1)C#N (R)-2-(3-chlorophenyl)-N-((1-cyanopyrrolidin-3-yl)-methyl)-2H-1,2,3-triazole-4-carboxamide